tert-butyl (2S,4R)-2-((1H-pyrazol-1-yl)methyl)-4-azidopyrrolidine-1-carboxylate N1(N=CC=C1)C[C@H]1N(C[C@@H](C1)N=[N+]=[N-])C(=O)OC(C)(C)C